C(C)N(C(CC(O)(C(=O)O)CC(=O)O)=O)CC N,N-diethyl-citric acid amide